CC(CC)C1=C(C=C(C(=C1)[Te]C(C)(C)C)O)O 4-Butan-2-yl-6-tert-butyltellanylbenzene-1,3-diol